C1(=CC=CC=C1)S(=O)(=O)N1C2=NC=C3N(C(N(C3=C2C=C1)C1CC(C1)O[Si](C)(C)C(C)(C)C)=O)C 10-(Benzenesulfonyl)-3-[3-[tert-butyl(dimethyl)silyl]oxycyclobutyl]-5-methyl-3,5,8,10-tetrazatricyclo[7.3.0.02,6]dodeca-1,6,8,11-tetraen-4-one